5-Fluoro-4-(isopropylamino)pyridine-2-carboxylic acid FC=1C(=CC(=NC1)C(=O)O)NC(C)C